N-[3-([[3-ethyl-1-(oxan-2-yl)pyrazolo[3,4-b]pyridin-5-yl]oxy]methyl)-2,4-difluorophenyl]-5-fluoro-2-methylpyridine-3-sulfonamide C(C)C1=NN(C2=NC=C(C=C21)OCC=2C(=C(C=CC2F)NS(=O)(=O)C=2C(=NC=C(C2)F)C)F)C2OCCCC2